2-({4-[(1S,4R,5R)-5-{[5-cyclopropyl-3-(2,6-dichlorophenyl)-1,2-oxazol-4-yl]methoxy}-3-oxo-2-azabicyclo[2.2.1]heptan-2-yl]phenyl}formamido)acetic acid C1(CC1)C1=C(C(=NO1)C1=C(C=CC=C1Cl)Cl)CO[C@H]1[C@@H]2C(N([C@H](C1)C2)C2=CC=C(C=C2)C(=O)NCC(=O)O)=O